dinonyl 6,6'-((2-((6-((4,4-bis(((Z)-oct-5-en-1-yl)oxy)butanoyl)oxy)hexyl)(3-hydroxypropyl)amino)ethyl)azanediyl)dihexanoate C(CCC\C=C/CC)OC(CCC(=O)OCCCCCCN(CCN(CCCCCC(=O)OCCCCCCCCC)CCCCCC(=O)OCCCCCCCCC)CCCO)OCCCC\C=C/CC